ClC=1C=C(C=CC1Cl)[C@@H]1N(OCC1)C1=CC(=NC=N1)NC=1C(=CC(=C(C1)NC(C=C)=O)N1CCC(CC1)N1CCN(CC1)C)OC N-(5-((6-((R)-3-(3,4-dichlorophenyl)isoxazolidine-2-yl)pyrimidine-4-yl)amino)-4-methoxy-2-(4-(4-methylpiperazine-1-yl)piperidine-1-yl)phenyl)acrylamide